(S)-5-(1-acetoxy-2,2,2-trifluoroethyl)tetrahydrofuran-2,3-diyl diacetate C(C)(=O)O[C@@H]1OC(CC1OC(C)=O)C(C(F)(F)F)OC(C)=O